tert-Butyl ((R,4R)-4-(4-(2-(2-chlorophenyl)-3-cyclopropylimidazo[2,1-f][1,6]naphthyridin-9-yl)-1H-pyrazol-1-yl)cyclohexyl)carbamate ClC1=C(C=CC=C1)C=1N=C2C=3C=C(C=NC3C=CN2C1C1CC1)C=1C=NN(C1)C1CCC(CC1)NC(OC(C)(C)C)=O